CC(C(=O)NN)C 2-methylpropanehydrazide